C(C)(C)(C)C1=NC(=NO1)C(=O)NCC1=C(C=C(C=C1)C1=NC=NN2C1=CC(=C2)C2=NC(=CC=C2)CN2CCC(CC2)C2=CC=C(C=C2)C2C(NC(CC2)=O)=O)C 5-(tert-butyl)-N-(4-(6-(6-((4-(4-(2,6-dioxopiperidin-3-yl)phenyl)piperidin-1-yl)methyl)pyridin-2-yl)pyrrolo[2,1-f][1,2,4]triazin-4-yl)-2-methylbenzyl)-1,2,4-oxadiazole-3-carboxamide